methyl (S)-3-(2-((2-(dimethylamino)-2-oxoethyl)(methyl)amino)ethyl)-7-methyl-2-(2-(2-oxopyridin-1(2H)-yl)ethyl)-3,7,8,9-tetrahydro-6H-imidazo[4,5-f]quinoline-6-carboxylate CN(C(CN(CCN1C(=NC2=C3CC[C@@H](N(C3=CC=C21)C(=O)OC)C)CCN2C(C=CC=C2)=O)C)=O)C